C(C)(=O)N1CC[C@@H]2N(C([C@H](C1)NC(=O)C1=CC3=C(S1)C=CC(=C3)C(F)(F)P(O)(O)=O)=O)[C@@H](CC2)C(=O)N2[C@@H](CCC2)CC2=CC=CC=C2 ((2-(((5S,8S,10aR)-3-acetyl-8-((S)-2-benzyl-pyrrolidine-1-carbonyl)-6-oxodeca-hydropyrrolo[1,2-a][1,5]diazocin-5-yl)carbamoyl)benzo[b]thiophen-5-yl)difluoromethyl)phosphonic acid